NCCCCCCCCC(=O)N[C@@H](C(=O)N1[C@H](C[C@@H](C1)O)C(=O)N[C@H](C)C1=CC=C(C=C1)C1=C(N=CS1)C)C(C)(C)C (2R,4S)-1-((R)-2-(9-aminononanamido)-3,3-dimethylbutyryl)-4-hydroxy-N-((R)-1-(4-(4-methylthiazol-5-yl)phenyl)ethyl)pyrrolidine-2-carboxamide